propanoic acid (S)-cyanomethyl ester C(#N)COC(CC)=O